C(C)N1C2=NC(=NC(=C2N=C1C1=CC=NC=C1)N1CCOCC1)N/N=C(\C)/C=1C=C(C=CC1)C (E)-4-(9-ethyl-8-(pyridin-4-yl)-2-(2-(1-(m-tolyl)ethylidene)hydrazineyl)-9H-purin-6-yl)morpholine